O=C1C2(C=3C(=NC=CC3)N1)CC1=C(NC=C1)C2 2'-oxo-1',2',4,6-tetrahydro-1H-spiro[cyclopenta[b]pyrrole-5,3'-pyrrolo[2,3-b]pyridine]